(2R)-N-({5-[5-(difluoromethyl)-1,3,4-oxadiazol-2-yl]-1,3-thiazol-2-yl}methyl)-N-(pyridin-3-yl)butane-2-sulfonamide FC(C1=NN=C(O1)C1=CN=C(S1)CN(S(=O)(=O)[C@H](C)CC)C=1C=NC=CC1)F